tert-butyl ((1S,3R)-3-((2-bromo-6-(prop-1-en-1-yl)pyridin-3-yl)oxy)cyclopentyl)carbamate BrC1=NC(=CC=C1O[C@H]1C[C@H](CC1)NC(OC(C)(C)C)=O)C=CC